C(C)(=O)O.CC1=CC=C(C=C1)C 2,5-dimethylbenzene acetate